CN(S(=O)(=O)C(F)(F)F)C N,N-dimethyl-trifluoromethane-sulfonamide